C(C)(C)(C)OC(NC1CC(C1)N1C(N(C(C=2C1=C(C(N(C2NC2=C(C=C(C=C2)I)F)C)=O)C)=O)C2CC2)=O)=O tert-butyl(3-(3-cyclopropyl-5-((2-fluoro-4-iodophenyl)amino)-6,8-dimethyl-2,4,7-trioxo-3,4,6,7-tetrahydropyrido[4,3-d]pyrimidin-1(2H)-yl)cyclobutyl)carbamate